ClC=1C=C(C=CC1)NC(=O)NC1=CC(=CC=C1)C(=O)C=1C=C2N=CC=NC2=CC1 1-(3-chlorophenyl)-3-(3-(quinoxaline-6-carbonyl)phenyl)urea